2-fluoro-1-(3-hydroxy-3-(3-(4-(trifluoromethyl)phenyl)-1H-pyrazolo[3,4-b]pyridin-1-yl)-azetidin-1-yl)prop-2-en-1-one FC(C(=O)N1CC(C1)(N1N=C(C=2C1=NC=CC2)C2=CC=C(C=C2)C(F)(F)F)O)=C